tert-butyl (4-(2,2,2-trifluoroacetyl)phenyl)carbamate FC(C(=O)C1=CC=C(C=C1)NC(OC(C)(C)C)=O)(F)F